1-(thien-2-yl)ethanone diisopropyl-3-aminocyclobutane-1,1-dicarboxylate C(C)(C)OC(=O)C1(CC(C1)N)C(=O)OC(C)C.S1C(=CC=C1)C(C)=O